Cl.FC=1C=C(C=C(C1)F)NC(=O)NN=C(C)C1=NC=CC=C1C(=O)OCCN(C)C 2-(Dimethylamino)ethyl 2-[1-[2-[[(3,5-difluorophenyl)amino]carbonyl]hydrazinylidene]ethyl]-3-pyridinecarboxylate hydrochloride